CNCCC1=CN(C2=CC=CC=C12)C N,N'-Dimethyltryptamine